N-CYCLOPROPYL-2-(2-ETHOXY-4-FORMYLPHENOXY)ACETAMIDE C1(CC1)NC(COC1=C(C=C(C=C1)C=O)OCC)=O